4,4'-bis((tert-butyldimethylsilyl)oxy)-2'-(2-hydroxypropan-2-yl)-[1,1'-biphenyl] [Si](C)(C)(C(C)(C)C)OC1=CC=C(C=C1)C1=C(C=C(C=C1)O[Si](C)(C)C(C)(C)C)C(C)(C)O